aminosilicon sulfide N[Si]=S